tert-butyl (1-((4-((4-(3-(2,4-dioxotetrahydropyrimidin-1(2H)-yl)-1-methyl-1H-indazol-6-yl)piperidin-1-yl)methyl)piperidin-1-yl)sulfonyl)piperidin-4-yl)carbamate O=C1N(CCC(N1)=O)C1=NN(C2=CC(=CC=C12)C1CCN(CC1)CC1CCN(CC1)S(=O)(=O)N1CCC(CC1)NC(OC(C)(C)C)=O)C